FC=1C=C(C=CC1)C=1C=C2CCC3(C(C2=CC1)NC(O[C@@H]1CN2CCC1CC2)=O)CC3 (S)-quinuclidin-3-yl (6'-(3-fluorophenyl)-3',4'-dihydro-1'H-spiro[cyclopropane-1,2'-naphthalen]-1'-yl)carbamate